(R)-(+)-propylene oxide C[C@@H]1CO1